C(C(O)CO)(=O)[O-] glycerate